5-(2-fluoro-6-hydroxy-3-((5-methylpyridin-3-yl)ethynyl)phenyl)-1,2,5-thiadiazolidin-3-one 1,1-dioxide FC1=C(C(=CC=C1C#CC=1C=NC=C(C1)C)O)N1CC(NS1(=O)=O)=O